2-[[4-(2-hydroxyethyl)piperazine-1-carbonyl]amino]ethyl 2-methylprop-2-enoate CC(C(=O)OCCNC(=O)N1CCN(CC1)CCO)=C